C(C)(C)C1CC=2C=C(C(=NC2C=2N1C=C(C(C2)=O)C2=NN=NN2)OC)OCCCOC 6-isopropyl-2-methoxy-3-(3-methoxypropoxy)-9-(1H-1,2,3,4-tetrazol-5-yl)-5H,6H-pyrido[1,2-H]1,7-naphthyridin-10-one